2-methyl-4-(2-methoxyphenyl)-3-butynylmethyl carbonate C(OCCC(C#CC1=C(C=CC=C1)OC)C)([O-])=O